N[C@@H]1CN(C[C@@H]([C@H]1O)C)C1=C2C(=NC=C1C=1C(=NC(=C(C1)F)C1=C(C=CC=C1F)F)C(=O)N)[C@@H](CC2)O {(7R)-4-[(3R,4R,5S)-3-amino-4-hydroxy-5-methylpiperidin-1-yl]-7-hydroxy-6,7-dihydro-5H-cyclopenta[b]pyridin-3-yl}-6-(2,6-difluorophenyl)-5-fluoropyridine-2-carboxamide